[Cl-].C[N+](CCC[Si](OCC)(OCC)OCC)(CCCCCCCCCCCCCCC)C dimethylpentadecyl-[3-(triethoxysilyl)propyl]ammonium chloride